methyl 2-methoxy-benzoate COC1=C(C(=O)OC)C=CC=C1